methyl 3-tert-butyl-4-hydroxyhydrocinnamate C(C)(C)(C)C=1C=C(CCC(=O)OC)C=CC1O